ethyl (R)-4-(4-methoxybenzyl)-5-methyl-2,3,4,5-tetrahydrobenzo[f][1,4]oxazepine-7-carboxylate COC1=CC=C(CN2CCOC3=C([C@H]2C)C=C(C=C3)C(=O)OCC)C=C1